BrC1=CC=C(C=C1)N1CCCC1 (S)-1-(4-bromophenyl)pyrrolidin